C1(CC1)C1=CC=C(C=N1)NC(OC1=CC=CC=C1)=O phenyl (6-cyclopropylpyridin-3-yl)carbamate